4-(3'-(cyclopropylmethoxy)-4'-methoxy-[1,1'-biphenyl]-3-yl)-1,2-oxaborol-2-ol C1(CC1)COC=1C=C(C=CC1OC)C1=CC(=CC=C1)C=1CB(OC1)O